BrC1=CC=C(C=C1)CS(=N)(=O)C [(4-bromophenyl)methyl](methyl)(oxo)-λ6-sulfanimine